N=1C=NN2C1C=C(C=C2)OC2=C(C=C(C=C2)NC2=NC=NN1C2=C(C=C1)N1CCN(C2(CC2)C1)C(C=C)=O)C 1-(7-(4-((4-([1,2,4]triazolo[1,5-a]pyridin-7-yloxy)-3-methylphenyl)amino)pyrrolo[2,1-f][1,2,4]triazin-5-yl)-4,7-diazaspiro[2.5]octan-4-yl)prop-2-en-1-one